5-(4-(trifluoromethyl)phenyl)-1H-indazole FC(C1=CC=C(C=C1)C=1C=C2C=NNC2=CC1)(F)F